P(=O)(OCCCl)(OCCCl)OCCCl Tri(2-chloroethyl) phosphate